3-((3R,5S)-3-((5-(2-(hydroxymethyl)pyrimidin-4-yl)-1H-pyrrolo[2,3-b]pyridin-4-yl)amino)-5-methylpiperidin-1-yl)-3-oxopropanenitrile OCC1=NC=CC(=N1)C=1C(=C2C(=NC1)NC=C2)N[C@H]2CN(C[C@H](C2)C)C(CC#N)=O